4-(3-Chloro-2-fluoro-4-methoxyphenyl)butanoic acid ClC=1C(=C(C=CC1OC)CCCC(=O)O)F